C(C=1C(O)=CC=CC1)=NC(CN)C salicylidenepropylenediamine